4-[(4-chloro-benzyl)amino]-2-[(1-methyl-1H-pyrazol-4-yl)amino]pyrimidin-5-carboxamide ClC1=CC=C(CNC2=NC(=NC=C2C(=O)N)NC=2C=NN(C2)C)C=C1